N,N''-carbonyl-diimidazole C(=O)(N1C=NC=C1)N1C=NC=C1